1-[(2R,4R,5R)-5-(chloromethyl)-5-(hydroxymethyl)-4-[(4-methoxyphenyl)diphenylmethoxy]oxolan-2-yl]-3H-pyrimidine-2,4-dione ClC[C@]1([C@@H](C[C@@H](O1)N1C(NC(C=C1)=O)=O)OC(C1=CC=CC=C1)(C1=CC=CC=C1)C1=CC=C(C=C1)OC)CO